CC1C(C2=CC=CC=C2C=C1)=O methylnaphthone